CC1=C(C=CC(=C1)C)C1=NC(=NC=N1)C1=C(C=C(C=C1)C)C 2,6-bis(2,4-dimethylphenyl)-1,3,5-triazin